ClC1=CC=C(C=C1)N1CC2(C1)CN(CC2)C2=C(C(N(C1=CC=CC=C21)C)=O)C#N 4-[2-(4-chlorophenyl)-2,6-diazaspiro[3.4]octan-6-yl]-1-methyl-2-oxo-1,2-dihydro-quinoline-3-carbonitrile